N[C@@H]1CC[C@H](CC1)N1CCN(CC1)C1=C(C=C(C=C1)NC1C(NC(CC1)=O)=O)F trans-3-((4-(4-(4-aminocyclohexyl)piperazin-1-yl)-3-fluorophenyl)amino)piperidine-2,6-dione